IC1=CC=2C(=NC=C(C2)C(=O)O)N1COCC[Si](C)(C)C 2-iodo-1-((2-(trimethylsilyl)ethoxy)methyl)-1H-pyrrolo[2,3-b]pyridine-5-carboxylic acid